C(C)N1CC(CC1=O)CC(=O)O 2-(1-ethyl-5-oxopyrrolidin-3-yl)acetic acid